tert-butyl (E)-6-((tert-butoxycarbonyl)(methyl)amino)hex-2-enoate C(C)(C)(C)OC(=O)N(CCC/C=C/C(=O)OC(C)(C)C)C